FC1=C(C(=O)O[C@@H]2[C@H]([C@H]([C@H](O[C@@]23CCCO3)CO)O)N3N=NC(=C3)C3=CC(=C(C(=C3)F)F)F)C=CC(=C1)F (5S,7R,8R,9S,10R)-8-hydroxy-7-(hydroxymethyl)-9-(4-(3,4,5-trifluorophenyl)-1H-1,2,3-triazol-1-yl)-1,6-dioxaspiro[4.5]dec-10-yl 2,4-difluorobenzoate